COC(=O)C1CC(CCC1)(C)C 3,3-Dimethylcyclohexanecarboxylic acid methyl ester